ClC1=C2N(C(NC2=NC=N1)=O)C 6-chloro-7-methyl-7,9-dihydro-8H-purin-8-one